(S)-6-(4-Chlorophenyl)-2-((1-methoxypropan-2-yl)oxy)-8-(1-methyl-1H-pyrazol-4-yl)-[1,2,4]triazolo[1,5-a]pyrazine ClC1=CC=C(C=C1)C=1N=C(C=2N(C1)N=C(N2)O[C@H](COC)C)C=2C=NN(C2)C